sulfydryl-triazole SC=1N=NNC1